NCCCN(CCO)CCCN N,N-bis(3-aminopropyl)ethanolamine